CN(C)C1=CC=C(C(=O)C2=CC=C(C=C2)N(C)C)C=C1 4,4'-bis(N,N'-dimethylamino)benzophenone